2-(1-hydroxypropyl)-cyclohexanone OC(CC)C1C(CCCC1)=O